F[C@H]1[C@@]2(CC[C@](C[C@H]1N(C1=CC=C(N=N1)C1=C(C=C(C=C1)C1=NC(N(C=N1)C)=O)O)C)(N2)C)C 4-(4-(6-(((1S,2R,3R,5R)-2-fluoro-1,5-dimethyl-8-azabicyclo[3.2.1]octan-3-yl)(methyl)amino)pyridazin-3-yl)-3-hydroxyphenyl)-1-methyl-1,3,5-triazin-2(1H)-one